3,5-dimethyl-4-(4-methylsulfanylthieno[3,2-d]pyrimidin-7-yl)-1,2-oxazole CC1=NOC(=C1C1=CSC2=C1N=CN=C2SC)C